C1=CC=CC=2C3=CC=CC=C3C(C12)COC(=O)N[C@H](C(=O)OC(C)(C)C)CCC(=O)ON1C(C2=CC=CC=C2C1=O)=O 1-O-tert-butyl 5-O-(1,3-dioxoisoindol-2-yl) (2S)-2-(9H-fluoren-9-ylmethoxy Carbonylamino)pentanedioate